ClC=1C(=C(NC2=C(NC3=C2C(NCC3)=O)C3=C(C=NC=C3)OC[C@H]3N(CCC3)C)C=CC1)OC 3-(3-chloro-2-methoxyanilino)-2-(3-{[(2S)-1-methylpyrrolidin-2-yl]methoxy}pyridin-4-yl)-1,5,6,7-tetrahydro-4H-pyrrolo[3,2-c]pyridin-4-one